boronic acid formate C(=O)O.B(O)O